C(C)NC1=NC(=NC(=N1)NCC)Cl 2,4-Bis(ethylamino)-6-chloro-s-triazine